FC(OC=1C=C(C=CC1)N1C(N([C@@H](C1)C#N)C1=CN=CC2=CC=CC=C12)=O)F (S)-1-(3-(difluoromethoxy)phenyl)-3-(isoquinolin-4-yl)-2-oxoimidazolidine-4-carbonitrile